C(C)(C)(C)OC(=O)N1CCN(CC1)C1=CC=C(C=C1)C1C(NC(CC1)=O)=O.COC1=CC2=C(N(N=N2)C2CCN(CC2)CCS(=O)(=O)N)C=C1 2-(4-(5-methoxy-1H-benzo[d][1,2,3]triazol-1-yl)piperidin-1-yl)ethane-1-sulfonamide tert-butyl-4-[4-(2,6-dioxo-3-piperidyl)phenyl]piperazine-1-carboxylate